(R)-morpholine-3-carboxamide N1[C@H](COCC1)C(=O)N